3-[(4S)-4-[2-[5-[(6,7-difluoro-4-methylsulfonyl-1H-indol-5-yl)oxy]-2-fluoro-phenyl]-1H-imidazol-4-yl]-4-methyl-chroman-8-yl]propanoic acid FC1=C(C(=C2C=CNC2=C1F)S(=O)(=O)C)OC=1C=CC(=C(C1)C=1NC=C(N1)[C@]1(CCOC2=C(C=CC=C12)CCC(=O)O)C)F